NCCCCl (S)-1-amino-3-chloropropan